N[C@H]1[C@@H](CC[C@H](C2=NC=CC=C21)OC(=O)N2CC[C@]1(C3=C(NC(O1)=O)N=CC=C3)CCC2)C2=C(C(=CC=C2)F)F (5S,6S,9R)-5-amino-6-(2,3-difluorophenyl)-6,7,8,9-tetrahydro-5H-cyclohept[b]pyridin-9-yl-(S)-2'-oxo-1',2'-dihydrospiro[azepane-4,4'-pyrido[2,3-d][1,3]oxazine]-1-Formate